isobutylaminocarbonyl-thymine C(C(C)C)NC(=O)CC=1C(NC(NC1)=O)=O